3-(methylthio)benzenesulfonyl chloride CSC=1C=C(C=CC1)S(=O)(=O)Cl